C(C)(C)(C)OC(=O)N1C(CCCC1)(C(=O)O)C 1-(t-butoxycarbonyl)-2-methylpiperidine-2-carboxylic acid